C(C)(=O)C=1C=CC(=NC1)CCOC1=CC=C(C=C1)C[C@@H]1C(NC(S1)=O)=O |r| racemic-5-[[4-[2-[5-acetylpyridin-2-yl]ethoxy]phenyl]methyl]-1,3-thiazolidine-2,4-dione